4-(cyclohexylamino)-2-((3-hydroxy-2,3,4,5-tetrahydro-benzo[b][1,4]oxazepin-7-yl)amino)pyrimidine-5-carboxamide C1(CCCCC1)NC1=NC(=NC=C1C(=O)N)NC1=CC2=C(OCC(CN2)O)C=C1